C(C=C)C1CCC(CC1)C(=C)C 1-allyl-4-isopropenyl-cyclohexane